N1=C2N(C=C1)CCC2 6,7-dihydro-5H-pyrrolo[1,2-a]imidazol